N-[3-methoxy-1-(2-methoxyethyl)-1H-pyrazol-4-yl]-2-(1H-pyrazol-4-yl)-1,3-thiazole COC1=NN(C=C1N1C(SC=C1)C=1C=NNC1)CCOC